FC=1C=NN(C1)C1=C(C=CC=C1)CNC(=O)C=1NC(N2C1CNC(C2)C)=O N-[[2-(4-fluoropyrazol-1-yl)phenyl]methyl]-6-methyl-3-oxo-6,8-dihydro-5H-imidazo[1,5-a]pyrazine-1-carboxamide